5-([1,2,4]triazolo[1,5-a]pyridin-7-yl)-N-((3R,4R)-3-fluoro-1-methylpiperidin-4-yl)-4-methoxypyrrolo[2,1-f][1,2,4]triazin-2-amine N=1C=NN2C1C=C(C=C2)C=2C=CN1N=C(N=C(C12)OC)N[C@H]1[C@@H](CN(CC1)C)F